FC=1C=C(C=C(C1)F)C=1NC(=C(C1)C(=O)NCC)C1=CC=CC=C1 (3,5-difluorophenyl)-N-ethyl-5-phenylAzole-4-carboxamide